2-hydroxy-1-((1R,5S)-3-(7-(3-hydroxynaphthalen-1-yl)-2-((tetrahydro-1H-pyrrolizin-7a(5H)-yl)methoxy)quinazolin-4-yl)-3,8-diazabicyclo[3.2.1]octan-8-yl)ethan-1-one OCC(=O)N1[C@H]2CN(C[C@@H]1CC2)C2=NC(=NC1=CC(=CC=C21)C2=CC(=CC1=CC=CC=C21)O)OCC21CCCN1CCC2